FC1=C(C(=CC=C1O)F)NC(C1=C(C=C(C(=C1)F)N1N=C2N(CCCC2)C1=O)O[C@H](C(F)(F)F)C)=O N-(2,6-difluoro-3-hydroxyphenyl)-5-fluoro-4-(3-oxo-5,6,7,8-tetrahydro[1,2,4]triazolo[4,3-a]pyridin-2(3H)-yl)-2-{[(2S)-1,1,1-trifluoropropan-2-yl]oxy}benzamide